1-(5-(Aminomethyl)pyrimidin-4-yl)dihydropyrimidine-2,4(1H,3H)-dione NCC=1C(=NC=NC1)N1C(NC(CC1)=O)=O